(17β)-10,17-Dihydroxy-estra-1,4-dien-3-one O[C@]12C=CC(C=C1CC[C@H]1[C@@H]3CC[C@@H]([C@@]3(C)CC[C@H]21)O)=O